CNC1=NN=NN1CCC[Si](OC)(OC)OC 5-methylamino-1-[3-(trimethoxysilyl)propyl]-1H-tetrazole